(4-bromobenzyl)-proline BrC1=CC=C(CN2[C@@H](CCC2)C(=O)O)C=C1